[Se]1NC(C2=C1C=CC=C2)=O benzisoselenazol-3(2H)-one